C(=CCCC)C1OCCC(S1)CCC 2-PENTENYL-4-PROPYL-1,3-OXATHIANE